3,4-difluoro-2-thiophenylmethylbenzoic acid FC=1C(=C(C(=O)O)C=CC1F)CC=1SC=CC1